NC1=NC(=CC(=N1)NCCCC)CC=1C=C2CCNCC2=CC1 2-Amino-4-(butylamino)-6-((1,2,3,4-tetrahydroisoquinolin-6-yl)methyl)pyrimidine